6-(3-chloro-4-fluoro-phenyl)-3-methyl-1-(pyridazin-3-ylmethyl)imidazo[4,5-b]Pyridine ClC=1C=C(C=CC1F)C=1C=C2C(=NC1)N(CN2CC=2N=NC=CC2)C